N-(3-fluorobenzyl)-6'-(piperazin-1-yl)-[2,3'-bipyridine]-6-amine FC=1C=C(CNC2=CC=CC(=N2)C=2C=NC(=CC2)N2CCNCC2)C=CC1